Tert-Butyl 4-(6-((5-fluoro-4-(8-fluoro-2-methylquinolin-6-yl)pyrimidin-2-yl)amino)pyridin-3-yl)piperazine-1-carboxylate FC=1C(=NC(=NC1)NC1=CC=C(C=N1)N1CCN(CC1)C(=O)OC(C)(C)C)C=1C=C2C=CC(=NC2=C(C1)F)C